7-bromo-5-isobutoxybenzo[b]thiophene-2-carboxylic acid ethyl ester C(C)OC(=O)C1=CC2=C(S1)C(=CC(=C2)OCC(C)C)Br